FC(CC1=NC2=CC=C(C=C2NC1=O)C=O)F 2-(2,2-difluoroethyl)-3-oxo-3,4-dihydroquinoxaline-6-carbaldehyde